3-(4-Acetylpiperazine-1-carbonyl)benzoic acid [3-(1-ethyl-8-oxo-spiro[6,7-dihydro-4H-pyrazolo[3,4-c]azepin-5,4'-tetrahydropyran]-3-yl)-2,2-dimethyl-propyl] ester C(C)N1N=C(C2=C1C(NCC1(CCOCC1)C2)=O)CC(COC(C2=CC(=CC=C2)C(=O)N2CCN(CC2)C(C)=O)=O)(C)C